FC(OC1=C(C=CC=C1)NC(=O)N1CCCCC1)F N-[2-(difluoromethoxy)phenyl]piperidine-1-carboxamide